CN1C(=NC(C1)=O)C 1,2-dimethyl-imidazolinone